dodecahydro-4H-naphtho[2',1':4,5]indeno[1,2-d][1,3]dioxol-4-one C1C2=CC=C3C4CC5C(OCO5)C4CCC3C2C(CC1)=O